C(C1=CC=CC=C1)OC1=CC(=CC=2CCCCC12)C=O 4-(Benzyloxy)-5,6,7,8-tetrahydronaphthalene-2-carbaldehyde